NC1=C(C=C(C=N1)C1=C(N=C(S1)CN1CCN(CC1)C(=O)OC(C)(C)C)C)O[C@H](C)C1=C(C=CC(=C1)F)N1N=CC=N1 tert-butyl (R)-4-((5-(6-amino-5-(1-(5-fluoro-2-(2H-1,2,3-triazol-2-yl)phenyl)ethoxy)pyridin-3-yl)-4-methylthiazol-2-yl)methyl)piperazine-1-carboxylate